2-fluoro-N-(8-fluoro-6-(3-fluoro-2-methylphenyl)imidazo[1,2-a]pyridin-2-yl)cyclopropane-1-carboxamide FC1C(C1)C(=O)NC=1N=C2N(C=C(C=C2F)C2=C(C(=CC=C2)F)C)C1